FC(C=1C(NN=C(C1)[C@H](C)N1CC(C1)C(=O)N1CCN(CC1)C1=NC=C(C=N1)C(F)(F)F)=O)(F)F (S)-4-(trifluoromethyl)-6-(1-(3-(4-(5-(trifluoromethyl)pyrimidin-2-yl)piperazine-1-carbonyl)azetidin-1-yl)ethyl)pyridazin-3(2H)-one